N-(4-aminocyclohexyl)-2-aminoethanol NC1CCC(CC1)NCCO